5,7,3',4',5'-pentamethoxyl-flavone O(C)C1=C2C(C=C(OC2=CC(=C1)OC)C1=CC(=C(C(=C1)OC)OC)OC)=O